(6-fluoro-3-pyridyl)boronic acid FC1=CC=C(C=N1)B(O)O